FS(C=1C=C(C=CC1)[C@@H](C)N)(F)(F)(F)F (R)-1-(3-(pentafluoro-lambda6-sulfanyl)phenyl)ethane-1-amine